CC1CCCC(C1)O 5-methylcyclohexane-1-ol